N-((1R,2R,4S)-7-cyano-7-azabicyclo[2.2.1]heptan-2-yl)-3-(2-methylpropoxy)-4-(1-methyl-1H-pyrazol-4-yl)benzamide C(#N)N1[C@H]2[C@@H](C[C@@H]1CC2)NC(C2=CC(=C(C=C2)C=2C=NN(C2)C)OCC(C)C)=O